ClC1=CC(=C(COC2=CC=CC(=N2)N2[C@@H](CN(CC2)CC2=NC3=C(N2CCOC)C=C(C=C3)C(=O)O)C)C=C1)F 2-{[(3R)-4-{6-[(4-chloro-2-fluorobenzyl)oxy]pyridin-2-yl}-3-methylpiperazin-1-yl]methyl}-1-(2-methoxyethyl)-1H-benzimidazole-6-carboxylic acid